C1(CC1)C[C@@H](C(=O)N[C@H](C(=O)OC)C[C@H]1C(NC(C1)(C)C)=O)NC([C@H](CC1=CC=CC2=CC=CC=C12)NC(=O)C1=NC=CN=C1)=O methyl (2S)-2-[[(2S)-3-cyclopropyl-2-[[(2S)-3-(1-naphthyl)-2-(pyrazine-2-carbonylamino)propanoyl]amino]propanoyl]amino]-3-[(3R)-5,5-dimethyl-2-oxo-pyrrolidin-3-yl]propanoate